7-((S)-1-(((S)-1-ethoxy-4-fluoro-4-methyl-1-oxopentan-2-yl)amino)-2,2,2-trifluoroethyl)dibenzo[b,d]furan-2-carboxylic acid C(C)OC([C@H](CC(C)(C)F)N[C@H](C(F)(F)F)C1=CC2=C(C3=C(O2)C=CC(=C3)C(=O)O)C=C1)=O